4-(4-(6-((2R,4S)-4-fluoro-2-(5-fluoro-2-hydroxyphenyl)pyrrolidin-1-yl)imidazo[1,2-b]pyridazin-3-yl)-1H-1,2,3-triazol-1-yl)azetidin-2-one F[C@H]1C[C@@H](N(C1)C=1C=CC=2N(N1)C(=CN2)C=2N=NN(C2)C2CC(N2)=O)C2=C(C=CC(=C2)F)O